3-(2-hydroxy-2-methyl-propyl)-9,10-di(methoxy-d3)-1,3,4,6,7,11b-hexahydro-pyrido[2,1-a]isoquinolin-2-one OC(CC1C(CC2N(CCC3=CC(=C(C=C23)OC([2H])([2H])[2H])OC([2H])([2H])[2H])C1)=O)(C)C